3-(4-chlorophenoxy)benzeneboronic acid ClC1=CC=C(OC=2C=C(C=CC2)B(O)O)C=C1